(S)-N6-(3-AMINO-5-CHLOROPHENYL)-9-ISOPROPYL-N2-(PIPERIDIN-3-YL)-9H-PURINE-2,6-DIAMINE NC=1C=C(C=C(C1)Cl)NC1=C2N=CN(C2=NC(=N1)N[C@@H]1CNCCC1)C(C)C